CC1=CN=NN1C=1C=C(C=CC1)N1C=C(C=CC1=O)C(=O)N 1-[3-(5-methyltriazol-1-yl)phenyl]-6-oxo-pyridine-3-carboxamide